tert-butyl 2-(2-(2-bromoethoxy) ethoxy)acetate BrCCOCCOCC(=O)OC(C)(C)C